IC1=C(C2=C(C(=C(C(=C2C(=C1F)F)F)F)F)F)F 2-iodo-1,3,4,5,6,7,8-heptafluoronaphthalene